4-bromo-3-(ethylsulfamoyl)benzoic acid BrC1=C(C=C(C(=O)O)C=C1)S(NCC)(=O)=O